OC=1C=C2C(=CNC2=C(C1)Cl)CCNC(C)=O N-[2-(5-Hydroxy-7-Chloro-1H-indol-3-yl)ethyl]acetamide